dimethyl-silyldicyclopentadienyl-titanium dichloride [Cl-].[Cl-].CC=1C(C=CC1)([Ti+2](C1C=CC=C1)[SiH3])C